tert-Butyl-4-methoxy-11-azatricyclo[6.2.1.02,7]undeca-2,4,6-triene-11-carboxylate C(C)(C)(C)OC(=O)N1C2C3=CC(=CC=C3C1CC2)OC